3-[(3-chloro-2-methoxyphenyl)amino]-2-{2-[(6-methylpyridin-2-yl)amino]pyridin-4-yl}-5H,6H,7H-pyrazolo[1,5-a]pyrazin-4-one ClC=1C(=C(C=CC1)NC=1C(=NN2C1C(NCC2)=O)C2=CC(=NC=C2)NC2=NC(=CC=C2)C)OC